4-(2-fluoro-6-methoxyphenyl)-6-methyl-N-(5-((1-methylpyrazol-3-yl)methoxy)-1,3,4-thiadiazol-2-yl)pyridine-3-carboxamide FC1=C(C(=CC=C1)OC)C1=C(C=NC(=C1)C)C(=O)NC=1SC(=NN1)OCC1=NN(C=C1)C